NC1=C(C=C(C=C1)S(=O)(=O)N1CCN(CC1)C(=O)OCCCC)F butyl 4-((4-amino-3-fluorophenyl)sulfonyl)piperazine-1-carboxylate